2-Chloro-5-[4-[(3S)-3-pyrazin-2-ylisoxazolidine-2-carbonyl]-1-piperidyl]pyrimidine-4-carboxylic acid TFA salt OC(=O)C(F)(F)F.ClC1=NC=C(C(=N1)C(=O)O)N1CCC(CC1)C(=O)N1OCC[C@H]1C1=NC=CN=C1